BrC=1C=C(C=2N(C1)C1(NC2)CCC2(CC1)CC2)C 6''-BROMO-8''-METHYL-2''H-DISPIRO[CYCLOPROPANE-1,1'-CYCLOHEXANE-4',3''-IMIDAZO[1,5-A]PYRIDIN]